C(C)(C)(C)[S@@](=O)N[C@H]([C@H](C(=O)OCC)F)C1=C(C=CC(=C1)C)F ethyl (2R,3S)-3-(((R)-tert-butylsulfinyl)amino)-2-fluoro-3-(2-fluoro-5-methylphenyl)propanoate